1-amino-2,4-dibromo-3-methylpyridine 2,4,6-trimethylbenzenesulfonate CC1=C(C(=CC(=C1)C)C)S(=O)(=O)O.NN1C(C(=C(C=C1)Br)C)Br